N-(7-chloro-quinolin-8-yl)-6-meth-oxypyrazine-2-sulfonamide ClC1=CC=C2C=CC=NC2=C1NS(=O)(=O)C1=NC(=CN=C1)OC